4-bromo-1-isopropyl-3-methyl-1H-indazole BrC1=C2C(=NN(C2=CC=C1)C(C)C)C